2-(4-(tert-butyl)cyclohexyl)-2-(3,3,3-trichloropropyl)-1,3-dimethoxypropane C(C)(C)(C)C1CCC(CC1)C(COC)(COC)CCC(Cl)(Cl)Cl